N1(N=NC2=C1C=CC=C2)O[P+](N2CCCC2)(N2CCCC2)N2CCCC2 (benzotriazole-1-yloxy)tripyrrolidinylphosphonium